4-((2-fluorophenyl)amino)-N-(6-((1,2,3,4-tetrahydroacridin-9-yl)amino)hexyl)quinazoline-7-carboxamide FC1=C(C=CC=C1)NC1=NC=NC2=CC(=CC=C12)C(=O)NCCCCCCNC=1C2=CC=CC=C2N=C2CCCCC12